tri(2-hydroxyethyl) triacrylate C(C=C)(=O)OCCO.C(C=C)(=O)OCCO.C(C=C)(=O)OCCO